2-(7-Bromo-5-isobutoxy-benzo[b]thiophen-2-yl)-4-methylthiazole-5-carboxylic acid BrC1=CC(=CC2=C1SC(=C2)C=2SC(=C(N2)C)C(=O)O)OCC(C)C